5,9-dimethyl-2,4,8-decanetrienoic acid methyl ester COC(C=CC=C(CCC=C(C)C)C)=O